2-Methyl-propane-2-sulfinic acid [(S)-1-(3'-amino-[4,4']bipyridinyl-2-yl)-but-3-enyl]-amide NC=1C=NC=CC1C1=CC(=NC=C1)[C@H](CC=C)NS(=O)C(C)(C)C